4-n-butylstyrene C(CCC)C1=CC=C(C=C)C=C1